1-{3-[(3-chloro-2-hydroxypyridin-4-yl)sulfanyl]-5-(hydroxymethyl)-1-(oxan-2-yl)-1H-pyrazolo[3,4-b]pyrazine-6-yl}-N-(4-fluorophenyl)-4-methylpiperidine-4-carboxamide ClC=1C(=NC=CC1SC1=NN(C2=NC(=C(N=C21)CO)N2CCC(CC2)(C(=O)NC2=CC=C(C=C2)F)C)C2OCCCC2)O